The molecule is a UDP-sugar having alpha-D-glucuronic acid as the sugar component. It has a role as a human metabolite, an Escherichia coli metabolite and a mouse metabolite. It derives from an alpha-D-glucuronic acid. It is a conjugate acid of an UDP-alpha-D-glucuronate(3-). C1=CN(C(=O)NC1=O)[C@H]2[C@@H]([C@@H]([C@H](O2)COP(=O)(O)OP(=O)(O)O[C@@H]3[C@@H]([C@H]([C@@H]([C@H](O3)C(=O)O)O)O)O)O)O